ClC=1C=C2C(=NNC2=CC1OCCOC)C1=CC(=NO1)C1=CC=C(C=C1)C(=O)N1[C@@H](COCC1)CO (4-{5-[5-Chloro-6-(2-methoxy-ethoxy)-1H-indazol-3-yl]-isoxazol-3-yl}-phenyl)-((R)-3-hydroxymethyl-morpholin-4-yl)-methanone